tert-Butyl 4-((2R,3R)-1-(2-(difluoromethyl)-3-methyl-6-(4-methyl-1-oxa-8-azaspiro[4.5]dec-3-en-8-yl)pyridin-4-yl)-2-methylazetidin-3-yl)piperazine-1-carboxylate FC(C1=NC(=CC(=C1C)N1[C@@H]([C@@H](C1)N1CCN(CC1)C(=O)OC(C)(C)C)C)N1CCC2(C(=CCO2)C)CC1)F